ClC1=C(C=C(C=C1)OC(F)(F)F)N1CCC(CC1)OC=1N=NNC1C(=O)O 4-((1-(2-chloro-5-(trifluoromethoxy)phenyl)piperidin-4-yl)oxy)-1H-1,2,3-triazole-5-carboxylic acid